2-((8-amino-7-fluoro-6-(5-(hydroxymethyl)-4-methylpyridin-3-yl)isoquinolin-3-yl)amino)-6-isopropyl-5,6-dihydro-4H-pyrazolo[1,5-d][1,4]diazepin-7(8H)-one NC=1C(=C(C=C2C=C(N=CC12)NC1=NN2CC(N(CCC2=C1)C(C)C)=O)C=1C=NC=C(C1C)CO)F